FC(C(C)(C)OC(=O)N1C=NC=C1)F 1H-imidazole-1-carboxylic acid 1,1-difluoro-2-methylpropan-2-yl ester